C1(CC1)C1=NN=C(O1)C1=CC=C(C=C1)NC=1N=CC2=C(N1)CN(CC2)C(=O)OC(C)(C)C tert-butyl 2-{[4-(5-cyclopropyl-1,3,4-oxadiazol-2-yl) phenyl] amino}-5H,6H,7H,8H-pyrido[3,4-d]pyrimidine-7-carboxylate